(5-{3-[(2,4-dichlorobenzyl)oxy]-4-methoxybenzylidene}-4-oxo-2-thioxo-1,3-thiazolidin-3-yl)acetic acid ClC1=C(COC=2C=C(C=C3C(N(C(S3)=S)CC(=O)O)=O)C=CC2OC)C=CC(=C1)Cl